2-((8-amino-7-fluoro-6-(4-methylpyridin-3-yl)isoquinolin-3-yl)amino)-3,6-dimethyl-5,6-dihydro-4H-pyrazolo[1,5-d][1,4]diazepin-7(8H)-one NC=1C(=C(C=C2C=C(N=CC12)NC1=NN2CC(N(CCC2=C1C)C)=O)C=1C=NC=CC1C)F